tert-butyl 3-fluoro-3-(5-fluoro-1,3-dioxo-2,3-dihydro-1H-isoindol-2-yl)-2-oxopiperidine-1-carboxylate FC1(C(N(CCC1)C(=O)OC(C)(C)C)=O)N1C(C2=CC=C(C=C2C1=O)F)=O